NC1=C(C(=CC(=N1)C1=CC(=C(C=C1)C1=CN(C(O1)=O)C1C(NC(CC1)=O)=O)F)C)C 3-(5-(4-(6-Amino-4,5-dimethylpyridin-2-yl)-2-fluorophenyl)-2-oxooxazol-3(2H)-yl)piperidine-2,6-dione